N-(4,6-dimethylbenzo[d]thiazol-2-yl)-1-((3-fluoropyridin-2-yl)sulfonyl)piperidine-4-carboxamide CC1=CC(=CC2=C1N=C(S2)NC(=O)C2CCN(CC2)S(=O)(=O)C2=NC=CC=C2F)C